O=C1O[C@H]([C@H]2N1C1=C(OC2)C=C(C=C1)N1C(COCC1)=O)C1=C(SC=C1)C(=O)N ((3S,3aS)-1-oxo-7-(3-oxomorpholin-4-yl)-1,3,3a,4-tetrahydrobenzo[b]oxazolo[3,4-d][1,4]oxazin-3-yl)thiophene-2-carboxamide